3-chloro-2,6-difluorophenylacetic acid ClC=1C(=C(C(=CC1)F)CC(=O)O)F